[C@H](C)(CC)OC1=CC(=CC2=C1C(N1[C@@H](CO2)C[C@H](C1)O)=O)C (2R,11aR)-6-((S)-sec-butoxy)-2-hydroxy-8-methyl-2,3,11,11a-tetrahydro-1H,5H-benzo[f]pyrrolo[2,1-c][1,4]oxazepine-5-one